COC(=O)C1=CC=C(C=C1)NC1=CC(=C(C=C1)C)C1=NOC(=N1)C(C)C1=CC=CC2=CC=CC=C12 N-(4-methoxycarbonylphenyl)-4-methyl-3-(5-(1-(naphthalen-1-yl)ethyl)-1,2,4-oxadiazol-3-yl)aniline